FC(CN1N=CC=2C1=NC(=CN2)N2CCC1(CC(N(C1)C(C)C1=NC=C(C=C1)C(F)(F)F)=O)CC2)F 8-(1-(2,2-difluoroethyl)-1H-pyrazolo[3,4-b]pyrazin-6-yl)-2-(1-(5-(trifluoromethyl)pyridin-2-yl)ethyl)-2,8-diazaspiro[4.5]decan-3-one